C(C)C=1C(NC=2C=C(C=NC2C1)CN1CCN(CC1)C=1C=CC(=NC1C)C(=O)N[C@H]1COC[C@@H]1O)=O 5-(4-((7-ethyl-6-oxo-5,6-dihydro-1,5-naphthyridin-3-yl)methyl)piperazin-1-yl)-N-((3S,4R)-4-hydroxytetrahydrofuran-3-yl)-6-methylpyridineamide